4-(2-((tert-butyldimethylsilyloxy)ethoxy)-2-chloropyridin-3-yl)-4,7-dichloro-6-fluoropyrido[2,3-d]pyrimidin-2(1H)-one [Si](C)(C)(C(C)(C)C)OCCOC1(NC=CC=C1C1(C2=C(NC(N1)=O)N=C(C(=C2)F)Cl)Cl)Cl